5-(4-((7-ethyl-6-oxo-5,6-dihydro-1,5-naphthyridin-3-yl)methyl)-2-oxo-1,4-diazepan-1-yl)-N-methylpicolinamide C(C)C=1C(NC=2C=C(C=NC2C1)CN1CC(N(CCC1)C=1C=CC(=NC1)C(=O)NC)=O)=O